guanosine 5'-monophosphate monotributylamine salt C(CCC)N(CCCC)CCCC.P(=O)(O)(O)OC[C@@H]1[C@H]([C@H]([C@@H](O1)N1C=NC=2C(=O)NC(N)=NC12)O)O